tert-butyl 2-[5-chloro-2-(2,2,2-trifluoroacetyl)-3,4-dihydro-1H-isoquinolin-6-yl]acetate ClC1=C2CCN(CC2=CC=C1CC(=O)OC(C)(C)C)C(C(F)(F)F)=O